1H-pyrazole-3,5-dicarboxylic acid bis-{[4-(4-carbamimidoyl-piperazin-1-yl)-phenyl]-amide} trifluoroacetate FC(C(=O)O)(F)F.C(N)(=N)N1CCN(CC1)C1=CC=C(C=C1)NC(=O)C1=NNC(=C1)C(=O)NC1=CC=C(C=C1)N1CCN(CC1)C(N)=N